N-methyl-N-((S)-1-((R)-1-trityl-aziridine-2-carbonyl)pyrrolidine-3-carbonyl)-L-valine CN([C@@H](C(C)C)C(=O)O)C(=O)[C@@H]1CN(CC1)C(=O)C1[N@@](C1)C(C1=CC=CC=C1)(C1=CC=CC=C1)C1=CC=CC=C1